4-[(6-{3-azabicyclo[3.1.0]hex-3-yl}-2-methylpyridin-3-yl)methyl]-5-cyanothiophene-2-carboxylic acid C12CN(CC2C1)C1=CC=C(C(=N1)C)CC=1C=C(SC1C#N)C(=O)O